(R)-N4-(1-(3-amino-5-(trifluoromethyl)phenyl)ethyl)-N2-methyl-6-(pyrrolidin-1-yl)pyrido[3,4-d]pyrimidine-2,4-diamine NC=1C=C(C=C(C1)C(F)(F)F)[C@@H](C)NC=1C2=C(N=C(N1)NC)C=NC(=C2)N2CCCC2